2-[5-iodo-2-(4-pentylphenyl)phenoxy]-ethanol IC=1C=CC(=C(OCCO)C1)C1=CC=C(C=C1)CCCCC